N(=O)N1C2COCC1CC2 8-nitroso-3-oxa-8-azabicyclo[3.2.1]octane